tert-butyl 5-formyl-7,8-dihydro-1,6-naphthyridine-6(5H)-carboxylate C(=O)C1C=2C=CC=NC2CCN1C(=O)OC(C)(C)C